(3-chloro-2-fluoro-6-nitrophenyl)-hexane ClC=1C(=C(C(=CC1)[N+](=O)[O-])CCCCCC)F